N-(3-iodo-5-fluorophenyl)-2-chloro-N-ethyl-5,6-difluoroquinazolin-4-amine IC=1C=C(C=C(C1)F)N(C1=NC(=NC2=CC=C(C(=C12)F)F)Cl)CC